trimethoxyiron CO[Fe](OC)OC